BrC1=C(OC2=NC=CC=C2)C=CC(=C1)[N+](=O)[O-] 2-(2-Bromo-4-nitrophenoxy)pyridine